C(C)(C)(C)OC(=O)N1C2(CC2)CC(CC1)N1N=CC(=C1)C1=NC2=CC=CC=C2N=C1 7-(4-(quinoxalin-2-yl)-1H-pyrazol-1-yl)-4-azaspiro[2.5]octane-4-carboxylic acid tert-butyl ester